4-((5-([1,2,4]triazolo[1,5-a]pyridin-7-yl)-4-methoxy-7H-pyrrolo[2,3-d]pyrimidin-2-yl)amino)-1-methylcyclohexan-1-ol N=1C=NN2C1C=C(C=C2)C2=CNC=1N=C(N=C(C12)OC)NC1CCC(CC1)(O)C